phenyl (5-fluoro-6-phenylpyridin-3-yl)carbamate FC=1C=C(C=NC1C1=CC=CC=C1)NC(OC1=CC=CC=C1)=O